C(C)(C)(C)NC=1C2=C(N=C(N1)C1=C(C=NC=C1)C)C=NC=C2 N-tert-butyl-2-(3-methylpyridin-4-yl)pyrido[3,4-d]pyrimidin-4-amine